dichloro(diisopropyl)aminosilane Cl[SiH](N(C(C)C)C(C)C)Cl